NCCNC(=O)C=1SC=C(N1)C1=CC(=CC=C1)N(C)C N-(2-aminoethyl)-4-(3-(dimethylamino)phenyl)thiazole-2-carboxamide